BrC1=C(N(N=C1)C)O[C@H](CNC(OC(C)(C)C)=O)C tert-butyl N-[(2S)-2-(4-bromo-2-methyl-pyrazol-3-yl)oxypropyl]carbamate